CC1=NNC=C1 3-methyl-1H-pyrazole